benzyl 3-hydroxycyclobutanecarboxylate OC1CC(C1)C(=O)OCC1=CC=CC=C1